CC12CC3(CC(CC(C1)(C3)C)C2)OC(C=C)=O acrylic acid-3,5-dimethyl-1-adamantyl ester